4-amino-N'-(cyclopropanecarbonyl)-N-((2,2-difluorobenzo[d][1,3]dioxol-4-yl)methyl)-7-fluoro-N',1-dimethyl-1H-pyrazolo[4,3-c]quinoline-8-carbohydrazide NC1=NC=2C=C(C(=CC2C2=C1C=NN2C)C(=O)N(N(C)C(=O)C2CC2)CC2=CC=CC=1OC(OC12)(F)F)F